C(C)(C)(C)C=1C=C(C=C(C1O)C(C)(C)C)CCC(=O)OCCCCCCCCCCCCCCCCCC Octadecyl 3-(3,5-di-tertbutyl-4-hydroxyphenyl)propionate